CN(C1(CCC2(CN(C(N2CC2COC2)=O)CC(C(=O)N)(C)C)CC1)C1=CC=CC=C1)C 3-[8-Dimethylamino-1-(oxetan-3-yl-methyl)-2-oxo-8-phenyl-1,3-diazaspiro[4.5]decan-3-yl]-2,2-dimethyl-propionamide